3,3'-(1,1,3,3-tetrapropoxydisiloxane-1,3-diyl)bis(N,N-dipropylmethan-1-amine) C(CC)O[Si](O[Si](OCCC)(OCCC)CCCN(C)CCC)(OCCC)CCCN(C)CCC